6-bromo-2,3-dihydro-1H-inden-1-one BrC1=CC=C2CCC(C2=C1)=O